quinolin-3-carboxylic acid N1=CC(=CC2=CC=CC=C12)C(=O)O